OC1OBC2=C1C=CC(=C2OC)N hydroxy-7-methoxy-3H-2,1-benzoxaborol-6-amine